FC=1C=C(C=C(C1CN1C(C=NC=2C=NC=3N=C(C=CC3C21)OC)=O)F)S(=O)(=O)N 3,5-difluoro-4-((8-methoxy-2-oxopyrazino[2,3-c][1,8]naphthyridin-1(2H)-yl)methyl)benzenesulfonamide